C(CCCCCCC\C=C/C\C=C/CCCCC)(=O)NC1C(=O)OCC1 N-linoleoyl-2-amino-γ-butyrolactone